CC1=CC=CC(=N1)C1(NC(NC1=O)=O)CCC(=O)OC(C)(C)C tert-butyl 3-[4-(6-methyl-2-pyridyl)-2,5-dioxo-imidazolidin-4-yl]propanoate